(2S)-2-amino-N-(1-(6-((2-amino-2-oxo-1-phenylethyl)thio)-3,5-dicyano-4-ethylpyridin-2-yl)piperidin-4-yl)propanamide, trifluoroacetic acid salt FC(C(=O)O)(F)F.N[C@H](C(=O)NC1CCN(CC1)C1=NC(=C(C(=C1C#N)CC)C#N)SC(C(=O)N)C1=CC=CC=C1)C